C(C)(=O)[C@@H]1C([C@@H](C1)CC(=O)ON=CC=1SC(=CC1)Cl)(C)C 5-chlorothiophene-2-carbaldehyde O-(2-((1S,3S)-3-acetyl-2,2-dimethylcyclobutyl)acetyl) oxime